trans-5-((1-(tert-butyl)-3-(3-hydroxycyclopentyl)-1H-pyrazol-5-yl)amino)-4-fluoro-2-(4-methoxybenzyl)-2,3-dihydrobenzo[d]isothiazole 1,1-dioxide C(C)(C)(C)N1N=C(C=C1NC=1C=CC2=C(CN(S2(=O)=O)CC2=CC=C(C=C2)OC)C1F)[C@@H]1C[C@H](CC1)O